FC1(OC2=C(O1)C=CC(=C2)N(C(=O)C=2C=C(C=CC2)N2N=C(C=C2OCC21CC(C2)C1)C(F)(F)F)C)F 3-[[2-[3-[(2,2-Difluoro-1,3-benzodioxol-5-yl)-methylcarbamoyl]phenyl]-5-(trifluoromethyl)pyrazol-3-yl]oxymethyl]bicyclo[1.1.1]pentan